methyl 5-amino-8-(benzyloxy)-4-phenyl-1,6-naphthyridine-7-carboxylate NC1=C2C(=CC=NC2=C(C(=N1)C(=O)OC)OCC1=CC=CC=C1)C1=CC=CC=C1